2-[2-[2-[2-[bis(carboxymethyl)amino]phenoxy]ethoxy]-N-(carboxymethyl)anilino]acetic acid C(=O)(O)CN(C1=C(OCCOC2=C(N(CC(=O)O)CC(=O)O)C=CC=C2)C=CC=C1)CC(=O)O